BrC=1C=C(C(=O)O)C=CC1N1CCCCC1 3-bromo-4-(1-piperidyl)benzoic acid